C[C@H]1C[C@@]2(NC3=NC(=C(C=C3CC2)C2=NC=CC=N2)C)CN1C([C@H](C)C1=CC(=NC=C1F)OC)=O (R)-1-((3R,5S)-5,7'-dimethyl-6'-(pyrimidin-2-yl)-3',4'-dihydro-1'H-spiro[pyrrolidin-3,2'-[1,8]naphthyridine]-1-yl)-2-(5-fluoro-2-methoxypyridin-4-yl)propan-1-one